C(C)(C)OC(\C=C\C1=NC(=CC=C1)\C(=C\CN1CCCC1)\C1=CC=C(C=C1)C)=O (E)-3-{6-[(E)-1-(4-methylphenyl)-3-pyrrolidin-1-yl-prop-1-enyl]pyridin-2-yl}prop-2-enoic acid isopropyl ester